1H-indol-6-amin N1C=CC2=CC=C(C=C12)N